4'-(5-(hydroxymethyl)isoxazol-3-yl)-5-(4-(4-(trifluoromethyl)phenyl)-1H-1,2,3-triazol-1-yl)-[1,1'-biphenyl]-3-carboxylic acid methyl ester COC(=O)C=1C=C(C=C(C1)N1N=NC(=C1)C1=CC=C(C=C1)C(F)(F)F)C1=CC=C(C=C1)C1=NOC(=C1)CO